rel-tert-butyl 4-(4-((1R,2S)-6-(tert-butoxy)-2-phenyl-1,2,3,4-tetrahydronaphthalen-1-yl)phenyl)-3,6-dihydropyridine-1(2H)-carboxylate C(C)(C)(C)OC=1C=C2CC[C@@H]([C@@H](C2=CC1)C1=CC=C(C=C1)C=1CCN(CC1)C(=O)OC(C)(C)C)C1=CC=CC=C1 |o1:10,11|